methyl N-(tert-butoxycarbonyl)-O-(tert-butyldiphenylsilyl)-L-serinate C(C)(C)(C)OC(=O)N[C@@H](CO[Si](C1=CC=CC=C1)(C1=CC=CC=C1)C(C)(C)C)C(=O)OC